(S)-2-amino-3-(4-(6'-fluoro-2'-oxospiro[cyclopropane-1,3'-indoline]-1'-yl)phenyl)propanoic acid methyl ester COC([C@H](CC1=CC=C(C=C1)N1C(C2(C3=CC=C(C=C13)F)CC2)=O)N)=O